2-methylpropan-2-yl 3-{6-[5-(chloromethyl)-1,3,4-oxadiazol-2-yl]-1,2-diazin-3-yl}hexahydropyridine-1-carboxylate ClCC1=NN=C(O1)C1=CC=C(N=N1)C1CN(CCC1)C(=O)OC(C)(C)C